2-(3-((5-chloro-3H-imidazo[4,5-b]pyridin-2-yl)methyl)-5-((2,4-dichlorophenyl)(hydroxy)methyl)-2-oxo-2,3-dihydro-1H-imidazol-1-yl)acetic acid ClC1=CC=C2C(=N1)NC(=N2)CN2C(N(C(=C2)C(O)C2=C(C=C(C=C2)Cl)Cl)CC(=O)O)=O